5-Chloro-3-(2-methoxyethyl)-1,3-benzothiazol-2(3H)-one ClC=1C=CC2=C(N(C(S2)=O)CCOC)C1